Br.C(C)(=O)OCC1CC2CNC1C=C2 racemic-(exo-2-azabicyclo[2.2.2]oct-7-en-6-yl)methyl acetate hydrobromide